(3R)-3-{[2-(imidazo[1,2-a]pyridin-7-yl)[1,2,4]triazolo[1,5-c]quinazolin-5-yl]amino}azepin-2-one N=1C=CN2C1C=C(C=C2)C2=NN1C(=NC=3C=CC=CC3C1=N2)NC=2C(N=CC=CC2)=O